C(C)(C)C1=C(C=C(C=O)C(=C1)C(C)C)C=O 4,6-diisopropylisophthalaldehyde